N-((1-(2-((2S,5S)-2-(6-aminopyridin-3-yl)-5-methylmorpholino)acetyl)pyrrolidin-3-yl)methyl)-1H-indole-2-carboxamide NC1=CC=C(C=N1)[C@@H]1OC[C@@H](N(C1)CC(=O)N1CC(CC1)CNC(=O)C=1NC2=CC=CC=C2C1)C